ClCC1=CC=C(C=C1)C 4-(chloromethyl)-1-methylbenzene